2-[4-chloro-6-(trifluoromethoxy)-3-quinolinyl]oxazole ClC1=C(C=NC2=CC=C(C=C12)OC(F)(F)F)C=1OC=CN1